4-(tert-butyl)phenyl-amine C(C)(C)(C)C1=CC=C(C=C1)N